C(#N)C1=NN(C=C1C=1C=C(C=2N(C1)N=CC2C#N)SC2=NC=CC=C2F)[C@@H]2CNCCC2 (S)-6-(3-cyano-1-(piperidin-3-yl)-1H-pyrazol-4-yl)-4-((3-fluoropyridin-2-yl)thio)pyrazolo[1,5-a]pyridine-3-carbonitrile